ClC1=C2C(=CC(=CC2=CC=C1)O)OC=1SC=2N=C(N=C(C2N1)N1CC2CCC(C1)N2)OCC21CCCN1CCC2 5-Chloro-4-{[7-(3,8-diazabicyclo[3.2.1]octan-3-yl)-5-(tetrahydro-1H-pyrrolizin-7a(5H)-ylmethoxy)[1,3]thiazolo[5,4-d]pyrimidin-2-yl]oxy}-2-naphthol